8-(2-Nitrophenyl)-11-phenyl-5H-indolo[3,2-c]chinolin-6-on [N+](=O)([O-])C1=C(C=CC=C1)C=1C=C2C(=CC1)N(C1=C2C(NC2=CC=CC=C12)=O)C1=CC=CC=C1